C(C)C=1C=C(C=CC1)C(CC)=O m-ethyl-propiophenone